O=C(CCCCCCCCC(=O)OCC(CCCCCCCC)CCCCCC)CCCCCC 2-hexyldecyl 10-Oxohexadecanoate